3-bromo-7,7-difluoro-1-(trifluoromethyl)-6,7-dihydroindolizin-8(5H)-one BrC1=CC(=C2C(C(CCN12)(F)F)=O)C(F)(F)F